C(#N)C1=CN=CC(=N1)C=1C=C(C=CC1C)NC(=O)N1C2CC(CC1C2)C N-[3-(6-cyanopyrazin-2-yl)-4-methylphenyl]-3-methyl-6-azabicyclo[3.1.1]heptane-6-carboxamide